(S)-(1-cyclopropyl-1H-pyrazol-5-yl)(4-(7-methoxybenzo[d]oxazol-2-yl)-6,7-dihydro-1H-imidazo[4,5-c]pyridin-5(4H)-yl)methanone C1(CC1)N1N=CC=C1C(=O)N1[C@@H](C2=C(CC1)NC=N2)C=2OC1=C(N2)C=CC=C1OC